6-[4-[3-(dimethylamino)propyl]-3-pyridyl]-N'-(2-ethyl-4-hydroxy-phenyl)-4-[[(3S)-tetrahydrofuran-3-yl]amino]pyrrolo[1,2-b]pyridazine-3-carboxamidine CN(CCCC1=C(C=NC=C1)C=1C=C2N(N=CC(=C2N[C@@H]2COCC2)C(=NC2=C(C=C(C=C2)O)CC)N)C1)C